(2-methyl-1-(6-(1-methyl-1H-pyrazol-4-yl)pyrazolo[1,5-a]pyrazin-4-yl)piperidin-4-yl)methylamine dihydrochloride Cl.Cl.CC1N(CCC(C1)CN)C=1C=2N(C=C(N1)C=1C=NN(C1)C)N=CC2